C(C)OC(COC(C)=O)C 2-ethoxypropylacetate